5-((6-amino-5-chloropyridin-3-yl)ethynyl)-2-fluoro-4-methyl-N-(4-((4-methylpiperazin-1-yl)methyl)-3-(trifluoromethyl)phenyl)benzamide NC1=C(C=C(C=N1)C#CC=1C(=CC(=C(C(=O)NC2=CC(=C(C=C2)CN2CCN(CC2)C)C(F)(F)F)C1)F)C)Cl